sulfuric acid, isocyanate S(=O)(=O)(N=C=O)N=C=O